2-[3-ethyl-5-oxo-8-(trifluoromethyl)pyrazolo[1,5-a]pyrido[3,2-e]pyrimidin-4(5H)-yl]-N-(5-fluoropyridin-2-yl)acetamide C(C)C=1C=NN2C1N(C(C1=C2N=C(C=C1)C(F)(F)F)=O)CC(=O)NC1=NC=C(C=C1)F